((5-(difluoromethoxy)-2-(3'-((3-(hydroxymethyl)-1,7-naphthyridin-8-yl)amino)-2,2'-dimethyl-[1,1'-biphenyl]-3-yl)benzo[d]oxazol-6-yl)methyl)-L-proline methyl ester COC([C@H]1N(CCC1)CC1=CC2=C(N=C(O2)C=2C(=C(C=CC2)C2=C(C(=CC=C2)NC=2N=CC=C3C=C(C=NC23)CO)C)C)C=C1OC(F)F)=O